(aminophenoxy)sulfone NC1=C(OS(=O)(=O)OC2=C(C=CC=C2)N)C=CC=C1